Cl.N[C@H]1CN(CC[C@@H]2N(C1=O)[C@@H](CC2)C(=O)NCC2=CC=C(C=C2)F)C(=O)NC(C)C (5S,8S,10aR)-5-amino-N8-(4-fluorobenzyl)-N3-isopropyl-6-oxooctahydropyrrolo[1,2-a][1,5]diazocine-3,8(4H)-dicarboxamide hydrochloride